C(C)OC1=CC(=NC=C1C#N)CN1C(C2=CC(=CC(=C2CC1)C=1C(=NC(=CC1)F)C)CCN(C)CC)=O 4-ethoxy-6-((7-(2-(ethyl(methyl)amino)ethyl)-5-(6-fluoro-2-methylpyridin-3-yl)-1-oxo-3,4-dihydroisoquinolin-2(1H)-yl)methyl)nicotinonitrile